CN(C1CCN(CC1)C([C@H](CCCN[C@H]1[C@@H](C1)C1=CC=C(C=C1)F)NC(C1=CC=C(C=C1)N1N=NC=C1)=O)=O)C N-[(2S)-1-[4-(dimethylamino)piperidin-1-yl]-5-[[(1R,2S)-2-(4-fluorophenyl)-cyclopropyl]amino]-1-oxopentan-2-yl]-4-(1H-1,2,3-triazol-1-yl)benzamide